C(C1=CC=CC=C1)NC(=O)C12NC(C3C(C1N(CC2C3)CC3=CC=C(C=C3)Cl)CC(C)C)=O N-benzyl-1-(4-chlorobenzyl)-7-isobutyl-5-oxooctahydro-3aH-3,6-methanopyrrolo[3,2-b]pyridine-3a-carboxamide